C1(CC1)C1=NC(=CC2=C1CN(C2=O)C2=CC(=CC=C2)C2(COC2)CC2=NN=CN2C)CN2CCCC2 4-Cyclopropyl-2-(3-(3-((4-methyl-4H-1,2,4-triazol-3-yl)methyl)oxetan-3-yl)phenyl)-6-(pyrrolidin-1-ylmethyl)-2,3-dihydro-1H-pyrrolo[3,4-c]pyridin-1-one